C(C)N(N=CC=1C=C(C(=O)NC2=CC=C(C=C2)N2CCCC2)C=C(C1O)F)CC 3-((2,2-diethylhydrazono)methyl)-5-fluoro-4-hydroxy-N-(4-(pyrrolidin-1-yl)phenyl)benzamide